3-(5-(1,4-Dimethyl-5-phenyl-1H-pyrazol-3-yl)-1-oxoisoindolin-2-yl)piperidine-2,6-dione CN1N=C(C(=C1C1=CC=CC=C1)C)C=1C=C2CN(C(C2=CC1)=O)C1C(NC(CC1)=O)=O